C(N)(=O)NC=1C=C(C=CC1)C(C)(C)NC(=O)C1=NN(C2=CC=CC=C12)CC1CCC(CC1)(F)F N-{2-[3-(carbamoylamino)phenyl]propan-2-yl}-1-[(4,4-difluorocyclohexyl)methyl]-1H-indazole-3-carboxamide